C(C)OC(CCC(=O)C1=NC(=CC=C1O)CC1=C(C(=CC=C1Cl)C)Cl)=O 4-[6-(2,6-Dichloro-3-methyl-benzyl)-3-hydroxy-pyridin-2-yl]-4-oxo-butyric acid ethyl ester